1,4-Cyclohexandi-methanol C1(CCC(CC1)CO)CO